trimethylspiro[chromene-2,2'-indoline] CC1(C2(N(C3=CC=CC=C13)C)OC1=CC=CC=C1C=C2)C